FC(OC1=C(C=CC(=C1)N1CCN(CC1)C)NC1=NC=CC(=N1)NC1=C(SC=C1)C(=O)N)F 3-((2-((2-(difluoromethoxy)-4-(4-methylpiperazin-1-yl)phenyl)amino)pyrimidin-4-yl)amino)thiophene-2-carboxamide